N[C@@H](CCCCN)C(=O)[O-] lysinate